N[C@@H](CCNCCCCNC1=CC(=C(C=C1Cl)S(=O)(=O)NC=1SC(=CN1)F)F)C 4-[(4-{[(3R)-3-amino-butyl]amino}butyl)amino]-5-chloro-2-fluoro-N-(5-fluoro-1,3-thiazol-2-yl)benzene-sulfonamide